ethyl 5-(3-chlorophenyl)-2,2-difluoro-5-oxo-4-phenylpentanoate ClC=1C=C(C=CC1)C(C(CC(C(=O)OCC)(F)F)C1=CC=CC=C1)=O